BrC1=C(CCNC(OC(C)(C)C)=O)C=CC(=C1F)Cl Tert-butyl (2-bromo-4-chloro-3-fluorophenethyl)carbamate